C(C)OC(=O)N1CC2(CC(C2)N2CCC(CC2)C2=CC=NN2C)CC1 (2r,4s)-2-(4-(1-methyl-1H-pyrazol-5-yl)piperidin-1-yl)-6-azaspiro[3.4]octane-6-carboxylic acid ethyl ester